C1=CC=CC=2C3=CC=CC=C3C(C12)CN(C)C 1-(9H-fluoren-9-yl)-N,N-dimethylmethanamine